ethyl 1-(2-(benzyloxy)ethyl)-4-methyl-5-(2-(trifluoromethyl)phenyl)-1H-pyrrole-3-carboxylate C(C1=CC=CC=C1)OCCN1C=C(C(=C1C1=C(C=CC=C1)C(F)(F)F)C)C(=O)OCC